C(C1=CC=CC=C1)N1CCN(CC1)C1=C(C=NC2=CC=CC=C12)NC(=O)C1=CC2=CC=CC=C2C=C1 N-(4-(4-benzylpiperazin-1-yl)quinolin-3-yl)-2-naphthamide